C1(CC1)CN1C[C@@H](CCC1)C1=CN=C2C(=N1)N=C(C=C2)C2=C(C=C(C=C2C)C)O 2-[3-[(3R)-1-(cyclopropylmethyl)-3-piperidyl]pyrido[2,3-b]pyrazin-6-yl]-3,5-dimethyl-phenol